BrC=1C=C2C(=NC=NC2=CC1OC)C=1C(=NN(C1)C)C1=C(C=CC=C1F)F 6-bromo-4-(3-(2,6-difluorophenyl)-1-methyl-1H-pyrazol-4-yl)-7-methoxyquinazoline